ClC1=C(C=C(C=C1)S(=O)(=O)NC(C1=C(C=C(C=C1)N1CCN(CC1)CC1=C(CC(CC1)(C)C)C1=CC=C(C=C1)Cl)OC=1C=C2C(=NC1)NC=C2)=O)[N+](=O)[O-] N-[(4-chloro-3-nitrophenyl)sulfonyl]-4-(4-{[2-(4-chlorophenyl)-4,4-dimeth-ylcyclohex-1-en-1-yl]methyl}piperazin-1-yl)-2-(1H-pyrrolo[2,3-b]pyridin-5-yloxy)benzamide